C(CCCCCCCC=CCC=CCCCCC)O 9,12-octadecadienol